1,2-bis(bromoisobutyryloxy)ethane BrC(C(=O)OCCOC(C(C)(C)Br)=O)(C)C